3-(4-cyclopropyl-6-methoxypyrimidin-5-yl)-4,5,6,7-tetrahydro-[1,2,3]triazolo[1,5-a]pyrazine C1(CC1)C1=NC=NC(=C1C=1N=NN2C1CNCC2)OC